((2R,3S)-2-methylazetidin-3-yl)methanol 2,2,2-trifluoroacetate FC(C(=O)O)(F)F.C[C@H]1NC[C@@H]1CO